FC1=C(OCC=2C=C(C(=O)OC(C)(C)C)C=CC2)C=CC(=C1C=O)C tert-Butyl 3-((2-fluoro-3-formyl-4-methylphenoxy)methyl)benzoate